(S)-2-((8-bromoquinazolin-4-yl)amino)-9-(5,6,7,8-tetrahydro-1,8-naphthyridin-2-yl)nonanoic acid BrC=1C=CC=C2C(=NC=NC12)N[C@H](C(=O)O)CCCCCCCC1=NC=2NCCCC2C=C1